(R)-N-((S)-1-(6-bromopyridin-3-yl)ethyl)-2-methylpropan-2-sulfinamide BrC1=CC=C(C=N1)[C@H](C)N[S@](=O)C(C)(C)C